C1(=CC=CC2=CC=CC=C12)COC1=CC(=NC2=CC=CC=C12)C(=O)NCC1=CC=C(C(=O)O)C=C1 4-((4-(naphthalen-1-ylmethoxy)quinoline-2-carboxamido)methyl)benzoic acid